(Methylsulfonyl)picolinimidamide CS(=O)(=O)C=1C(=NC=CC1)C(N)=N